C(C)(=O)NCCN(C([O-])=O)C.C(CCC)N1C(=[N+](C=C1)C)C 1-butyl-2,3-dimethyl-imidazolium (2-acetamidoethyl)(methyl)carbamate